OC[C@@H](O)C(=O)[C@H](O)[C@H](O)CO d-arabino-3-hexulose